allyl-(bromo)magnesium C(C=C)[Mg]Br